methyl 2-(5-(2-fluorobenzyloxy)-2-methylpyrazolo[1,5-a]pyridine-3-carboxamido)-3-hydroxy-2-methylpropanoate FC1=C(COC2=CC=3N(C=C2)N=C(C3C(=O)NC(C(=O)OC)(CO)C)C)C=CC=C1